C(C)OC(=O)C=1N(C=CC1)NCC1=C(C=CC=C1)C1OCCO1 ((2-(1,3-dioxolan-2-yl)benzyl)amino)-1H-pyrrole-2-carboxylic acid ethyl ester